5-Methyl-2-(1-methyl-1H-imidazol-2-yl)-6-(1-methyl-1H-pyrazol-3-yl)-N-(5-(pyridin-4-yl)-1H-pyrazol-3-yl)pyrrolo[2,1-f][1,2,4]triazin-4-amine CC=1C(=CN2N=C(N=C(C21)NC2=NNC(=C2)C2=CC=NC=C2)C=2N(C=CN2)C)C2=NN(C=C2)C